C(C)(C)(C)OC(=O)NC1=C(C(=O)C2CN(CCC2)C(=O)OC(C)(C)C)C=CC=C1 tert-butyl 3-{2-[(tert-butoxycarbonyl)amino]-benzoyl}-piperidine-1-carboxylate